2-(4,6-dimethylpyrazolo[1,5-a]pyrazin-2-yl)-7-[4-(morpholin-4-yl)piperidin-1-yl]-4H-pyrido[1,2-a]pyrimidin-4-one CC=1C=2N(C=C(N1)C)N=C(C2)C=2N=C1N(C(C2)=O)C=C(C=C1)N1CCC(CC1)N1CCOCC1